1,5,6,7-tetrahydro-s-indacenyllithium C1(C=CC2=CC=3CCCC3C=C12)[Li]